5-{[(2-methoxyphenyl)methyl]sulfonylamino}-1,3-thiazole-4-carboxylic acid COC1=C(C=CC=C1)CS(=O)(=O)NC1=C(N=CS1)C(=O)O